C(C)(C)(C)N([C@H]1CN(CC1)C=1N=NC(=CN1)C1=CC2=C(N=C(O2)C)C=C1O)C 6-{3-[(3R)-3-[tert-butyl(methyl)amino]pyrrolidin-1-yl]-1,2,4-triazin-6-yl}-2-methyl-1,3-benzoxazol-5-ol